ClC=1C=CC(=C2C=NN(C(C12)=O)C)\C(=C\OC)\C1CC2(CNC2)C1 (E)-8-chloro-5-(2-methoxy-1-(2-azaspiro[3.3]heptan-6-yl)vinyl)-2-methylphthalazin-1(2H)-one